FC(OC1=C(C(=NN1C)C(F)(F)F)CSC1=NOC(C1)(C)C)F 3-(((5-(difluoromethoxy)-1-methyl-3-(trifluoromethyl)-1H-pyrazol-4-yl)methyl)thio)-5,5-dimethyl-4,5-dihydro-isoxazole